2,6-bis[(4R,5S)-4,5-dihydro-4,5-diphenyl-2-oxazolyl]pyridine C1(=CC=CC=C1)[C@H]1N=C(O[C@H]1C1=CC=CC=C1)C1=NC(=CC=C1)C=1O[C@H]([C@H](N1)C1=CC=CC=C1)C1=CC=CC=C1